4-(3,5-difluoro-4-nitrophenyl)morpholine FC=1C=C(C=C(C1[N+](=O)[O-])F)N1CCOCC1